C1(CC1)C1=NC=NC(=C1C=1OC=2C(=NC=CC2N1)CC1=CC=C(C=C1)C=1N(C=C(N1)C(F)(F)F)C1COC1)OC 2-(4-cyclopropyl-6-methoxypyrimidin-5-yl)-4-(4-(1-(oxetan-3-yl)-4-(trifluoromethyl)-1H-imidazol-2-yl)benzyl)oxazolo[5,4-c]pyridine